C(C)(C)(C)OC(=O)N1C[C@@H](CC1)CN1CCC2(CC1)CCC(CC2)NS(=O)(=O)CC (S)-3-((9-(ethanesulfonamido)-3-azaspiro[5.5]undecane-3-yl)methyl)pyrrolidine-1-carboxylic acid tertbutyl ester